P(=O)(O)(O)CN(CP(=O)(O)O)CP(=O)(O)O N,N,N-tri(phosphonomethyl)amine